C(=O)(OCC1C2=CC=CC=C2C2=CC=CC=C12)N[C@@H](COP(=O)(OCC1=CC=CC=C1)O)C(=O)O Fmoc-O-Benzylphospho-l-serine